[C@H]12CN(C[C@H](CC1)N2)C=2C1=C(N=C(N2)OCC23CCCN3CCC2)C(=C(N=C1)C1=C(C(=CC=C1)Cl)OC(F)(F)F)F 4-((1R,5S)-3,8-diazabicyclo[3.2.1]octan-3-yl)-7-(3-chloro-2-(trifluoromethoxy)phenyl)-8-fluoro-2-((tetrahydro-1H-pyrrolizin-7a(5H)-yl)methoxy)pyrido[4,3-d]pyrimidine